5-((2-chloropyridin-3-yl)methoxy)-N-(3,3-difluoropiperidin-4-yl)-2-methylbenzofuran-3-carboxamide ClC1=NC=CC=C1COC=1C=CC2=C(C(=C(O2)C)C(=O)NC2C(CNCC2)(F)F)C1